C1(CC1)C1=C(C(=NO1)C1=C(C=CC=C1F)F)COC1C[C@H]2CC[C@@H](C1)N2C(=O)N2CCC1=CC(=CC=C21)C(=O)O 1-((1R,3R,5S)-3-((5-cyclopropyl-3-(2,6-difluorophenyl)isoxazol-4-yl)methoxy)-8-azabicyclo[3.2.1]octane-8-carbonyl)indoline-5-carboxylic acid